(2R,3S,4S,5R)-4-[[3-(3-Chloro-4-fluoro-2-methoxy-phenyl)-5-methyl-5-(trifluoromethyl)tetrahydrofuran-2-carbonyl]amino]-N-methyl-pyridin-2-carboxamid ClC=1C(=C(C=CC1F)[C@H]1[C@@H](O[C@](C1)(C(F)(F)F)C)C(=O)NC1=CC(=NC=C1)C(=O)NC)OC